N-((R)-1-cyclopropylpiperidin-3-yl)-2-(8-(1-hydroxyethyl)-5-oxothieno[3',2':4,5]pyrrolo[1,2-d][1,2,4]triazin-6(5H)-yl)acetamide C1(CC1)N1C[C@@H](CCC1)NC(CN1N=C(N2C(C1=O)=CC1=C2SC=C1)C(C)O)=O